ClC1=NC=C(C=C1CC(C(=O)O)(F)F)C(F)(F)F 2-chloro-α,α-difluoro-5-(trifluoromethyl)-3-pyridinepropanoic acid